N'-(3-iodo-4-methoxypyrazolo[1,5-c]pyrimidin-5-yl)-N,N-dimethylformimidamide IC=1C=NN2C=NC(=C(C21)OC)N=CN(C)C